Cl.Cl.Cl.N[C@H]1CN(CCC1)CC1=CC(=NC=C1)C(=O)NC1=CC=C(C=C1)C1=CC2=C(N=CN=C2N2CCOCC2)N1 (R)-4-((3-aminopiperidin-1-yl)methyl)-N-(4-(4-morpholino-7H-pyrrolo[2,3-d]pyrimidin-6-yl)phenyl)picolinamide trihydrochloride